1-(6-(2-chloro-5-fluoropyrimidin-4-yl)-8-fluoro-4-isopropylquinolin-3-yl)cyclopentan-1-ol ClC1=NC=C(C(=N1)C=1C=C2C(=C(C=NC2=C(C1)F)C1(CCCC1)O)C(C)C)F